(1R,4aS,10aR)-N-[2-(dimethylamino)ethyl]-6-hydroxy-1,4a-dimethyl-2,3,4,9,10,10a-hexahydrophenanthrene-1-carboxamide CN(CCNC(=O)[C@@]1(CCC[C@@]2(C3=CC(=CC=C3CC[C@@H]12)O)C)C)C